CC=1N=C(N=NC1)S(=O)(=O)C 5-methyl-3-(methylsulfonyl)-1,2,4-triazine